N-[7-(pyridin-2-yl)heptyl]glycine N1=C(C=CC=C1)CCCCCCCNCC(=O)O